C1(CCCCC1)C(=O)OCC Cyclohexanecarboxylic acid, ethyl ester